[C@H]12CN(C[C@H](CC1)N2)C=2C1=C(N=C(N2)OCC23CCC(CC2)(CC3)N(C)C)C(=C(N=C1)C1=CC(=CC3=CC=C(C(=C13)C#C)F)O)F 4-(4-((1r,5s)-3,8-diazabicyclo[3.2.1]oct-3-yl)-2-((4-(dimethylamino)bicyclo[2.2.2]oct-1-yl)methoxy)-8-fluoropyrido[4,3-d]pyrimidin-7-yl)-5-ethynyl-6-fluoronaphthalen-2-ol